copper-zinc-chromium oxide [O-2].[Cr+3].[Zn+2].[Cu+2]